ClC=1C=NC=CC1C=1C=C2CN(CC2=CC1)C(CN1N=C(N=C1)C#N)=O 1-(2-(5-(3-chloropyridin-4-yl)isoindolin-2-yl)-2-oxoethyl)-1H-1,2,4-triazole-3-carbonitrile